2-((6-((2-aminoethyl)(methyl)amino)-3,5-dicyano-4-ethylpyridin-2-yl)thio)-2-phenylacetamide, trifluoroacetic acid salt FC(C(=O)O)(F)F.NCCN(C1=C(C(=C(C(=N1)SC(C(=O)N)C1=CC=CC=C1)C#N)CC)C#N)C